C(N)(=O)[C@H]1N(CCC1)C1=NC=2N(C(=C1)N1CCC(CC1)(C(=O)N)C)N=C(C2C2=CC=C(C=C2)Cl)C2=C(C=CC=C2)Cl 1-[5-[(2S)-2-carbamoylpyrrolidin-1-yl]-2-(2-chlorophenyl)-3-(4-chlorophenyl)pyrazolo[1,5-a]pyrimidin-7-yl]-4-methyl-piperidine-4-carboxamide